C(C)(C)(C)C1=NN=C(O1)C(=O)NC1CN(CCC2=C1C=CC(=C2)C2=NC(=NC=C2)NC=2C=NN(C2)C)CCCO 5-(tert-butyl)-N-(3-(3-hydroxypropyl)-7-(2-((1-methyl-1H-pyrazol-4-yl)amino)pyrimidin-4-yl)-2,3,4,5-tetrahydro-1H-benzo[d]azepin-1-yl)-1,3,4-oxadiazole-2-carboxamide